O(C)[Mg]Cl methoxyl-magnesium chloride